CC1(N(CC12CCNCC2)C=2C(=C1CN(C(C1=CC2)=O)C2C(NC(CC2)=O)=O)F)C 3-(5-{1,1-Dimethyl-2,7-diazaspiro[3.5]non-2-yl}-4-fluoro-1-oxo-3H-isoindol-2-yl)piperidine-2,6-dione